tri-n-butyl-monoethyl-ammonium hydrogen carbonate C(O)([O-])=O.C(CCC)[N+](CC)(CCCC)CCCC